FC1=C(CN2[C@@H](CCC2=O)CC(=O)N[C@H](C(=O)NS(NOC)(=O)=O)C(C)C)C=CC=C1F (S)-2-(2-((S)-1-(2,3-Difluorobenzyl)-5-oxopyrrolidin-2-yl)acetamido)-N-(N-methoxysulfamoyl)-3-methylbutanamide